Methyl 5-carbamoyl-2-[2-(4,4-difluorocyclohexyl)-3-quinolinyl]-4-oxo-1H-1,6-naphthyridine-3-carboxylate C(N)(=O)C1=C2C(C(=C(NC2=CC=N1)C=1C(=NC2=CC=CC=C2C1)C1CCC(CC1)(F)F)C(=O)OC)=O